C(C)(=O)C1=C(C2=C(N=C(N=C2)NC2=CC=C(C=N2)N2CCC(CC2)N2CCN(CC2)CC2=C(C=CC=C2)NC2C(NC(CC2)=O)=O)N(C1=O)C1CCCC1)C 3-((2-((4-(1-(6-((6-acetyl-8-cyclopentyl-5-methyl-7-oxo-7,8-dihydropyrido[2,3-d]pyrimidin-2-yl)amino)pyridin-3-yl)piperidin-4-yl)piperazin-1-yl)methyl)phenyl)amino)piperidine-2,6-dione